zinc (ii) tetracarboxyphenylporphyrin C(=O)(O)C=1C2=C(C3=C(C(=C(N3C(=O)O)C=C3C=CC(C=C4C=CC(=CC(C1)=N2)N4)=N3)C3=CC=CC=C3)C(=O)O)C(=O)O.[Zn+2]